2-(3-chlorobenzyl)cyclopentyl ((2S)-3-cyclohexyl-1-((1-hydroxy-3-(8-(methylsulfonyl)-2-oxo-1,8-diazaspiro[4.5]decan-3-yl)propan-2-yl)amino)-1-oxopropan-2-yl)carbamate C1(CCCCC1)C[C@@H](C(=O)NC(CO)CC1C(NC2(C1)CCN(CC2)S(=O)(=O)C)=O)NC(OC2C(CCC2)CC2=CC(=CC=C2)Cl)=O